N-((7-fluoro-4-(4-(trifluoromethoxy)phenyl)quinazolin-2-yl)methyl)acrylamide FC1=CC=C2C(=NC(=NC2=C1)CNC(C=C)=O)C1=CC=C(C=C1)OC(F)(F)F